N-(2,4-difluorophenyl)-6-(5-(trifluoromethyl)-1,2,4-oxadiazol-3-yl)imidazo[1,2-a]pyridine-2-carboxamide FC1=C(C=CC(=C1)F)NC(=O)C=1N=C2N(C=C(C=C2)C2=NOC(=N2)C(F)(F)F)C1